methyl (R)-6-chloro-3-((1-(2-(2,6-dimethylpyridin-3-yl)-3,6-dimethyl-4-oxo-3,4-dihydroquinazolin-8-yl)ethyl)amino)picolinate ClC1=CC=C(C(=N1)C(=O)OC)N[C@H](C)C=1C=C(C=C2C(N(C(=NC12)C=1C(=NC(=CC1)C)C)C)=O)C